C1(=CC=CC2=CC=CC=C12)CNN1CC2(C1)CC(C2)(C(=O)OC(C)C)C(=O)OC(C)C Diisopropyl N-[(naphthalen-1-yl)methylamino]-2-azaspiro[3.3]heptane-6,6-dicarboxylate